2-((3,5-dichloro-4-((2'-oxospiro[cyclobutane-1,3'-indolin]-5'-yl)oxy)phenyl)amino)-2-oxoacetic acid ClC=1C=C(C=C(C1OC=1C=C2C3(C(NC2=CC1)=O)CCC3)Cl)NC(C(=O)O)=O